N-[1-(5-amino-2-pyrimidin-2-yl-1,2,4-triazol-3-yl)ethyl]-3-chloro-5-(trifluoromethyl)benzamide NC=1N=C(N(N1)C1=NC=CC=N1)C(C)NC(C1=CC(=CC(=C1)C(F)(F)F)Cl)=O